OC=1C=2C(C3=C(C(=NO3)CC3=CC=CC=C3)C(C2C=CC1)=O)=O 8-hydroxy-3-benzyl-naphtho[2,3-d]isoxazole-4,9-dione